2-(3-chloropropyl)-7-hydroxy-2-methyl-8-(3-methylcyclohex-2-en-1-yl)-5-pentyl-4H-benzo[d][1,3]dioxin-4-one ClCCCC1(OC(C2=C(O1)C(=C(C=C2CCCCC)O)C2C=C(CCC2)C)=O)C